BrC1=CC2=C(S1)C(=C(C=C2)CC(C#N)N=C(C2=CC=CC=C2)C2=CC=CC=C2)F 3-(2-bromo-7-fluorobenzo[b]thiophen-6-yl)-2-((diphenylmethylene)amino)propanenitrile